N-(2-bromophenyl)-2-((7-(trifluoromethyl)-[1,2,4]triazolo[1,5-c]pyrimidin-2-yl)thio)acetamide BrC1=C(C=CC=C1)NC(CSC1=NN2C=NC(=CC2=N1)C(F)(F)F)=O